(+-)-TETRAHYDRO-2-ISOBUTYL-4-METHYL-4(2H)-PYRANOL C(C(C)C)C1OCCC(C1)(O)C